N-(2-(2,2-dimethylbut-1-yloxy)ethyl)-3-morpholinopropan-1-amine CC(COCCNCCCN1CCOCC1)(CC)C